3-Methoxy-4-(3-hydroxypropoxy)benzaldehyde COC=1C=C(C=O)C=CC1OCCCO